C(C)(C)(C)OCC(C(=O)[O-])(C)C tert.-Butyloxypivalat